[S].C(=O)=O carbon dioxide sulfur